1-(3-(4-(8-Chloro-7-((2-methyl-1H-benzo[d]imidazol-6-yl)oxy)quinoxalin-2-yl)-1H-pyrazol-1-yl)cyclobutyl)azetidin-3-ol ClC=1C(=CC=C2N=CC(=NC12)C=1C=NN(C1)C1CC(C1)N1CC(C1)O)OC=1C=CC2=C(NC(=N2)C)C1